1H-imidazo[4,5-c]Pyridin-4-amine N1C=NC=2C(=NC=CC21)N